[Br].C(=C)N1N=CN=C1 1-vinyl-1,2,4-triazole bromine